5-(imidazo[1,2-a]pyrimidin-6-yl)-N-((tetrahydrofuran-2-yl)methyl)pyrrolo[2,1-f][1,2,4]triazin-2-amine N=1C=CN2C1N=CC(=C2)C=2C=CN1N=C(N=CC12)NCC1OCCC1